E-trimethylolpropane triacrylate C(C=C)(=O)O.C(C=C)(=O)O.C(C=C)(=O)O.C(O)C(CC)(CO)CO